sodium (S)-3-(3-(1,5-dimethyl-4-oxido-2-oxo-1,2-dihydropyridin-3-yl)ureido)-3-(2',5'-dimethyl biphenyl-3-yl)propanoate CN1C(C(=C(C(=C1)C)[O-])NC(N[C@@H](CC(=O)[O-])C=1C=C(C=CC1)C1=C(C=CC(=C1)C)C)=O)=O.[Na+].[Na+]